N-(4-chloro-2,6-diisopropylphenyl-carbamoyl)-4-(2-hydroxypropan-2-yl)-5-methylthiophene-2-sulfonamide ClC1=CC(=C(C(=C1)C(C)C)NC(=O)NS(=O)(=O)C=1SC(=C(C1)C(C)(C)O)C)C(C)C